tert-butyl 5-[[1-[4-[(2,6-dioxo-3-piperidinyl) amino] phenyl]-4-piperidinyl] amino]-3,4-dihydro-1H-isoquinoline-2-carboxylate O=C1NC(CCC1NC1=CC=C(C=C1)N1CCC(CC1)NC1=C2CCN(CC2=CC=C1)C(=O)OC(C)(C)C)=O